C(#N)C=1C=NN2C1C(=CC(=C2)OCC)C=2C=CC(=NC2)N2CCC(CC2)(CN2CCNCC2)NC(=O)C2CC2 N-(1-(5-(3-cyano-6-ethoxypyrazolo[1,5-a]pyridin-4-yl)pyridin-2-yl)-4-(piperazin-1-ylmethyl)piperidin-4-yl)cyclopropanecarboxamide